2-(2-pentenoyloxy)-6,7-dihydrothieno[3,2-c]pyridin C(C=CCC)(=O)OC1=CC=2C=NCCC2S1